NC=1N=NC(=CC1N1CCOCC1)C1=C(C=CC=C1)O (R*)-4-(3-amino-6-(2-hydroxyphenyl)pyridazin-4-yl)morpholin